BrCCCCN1C=2C=CC=CC2C=2C1=C1C(=C3C=4C=CC=CC4N(C23)CCCCBr)N(C=2C=CC=CC21)CCCCBr 5,10,15-tris(4-bromobutyl)-10,15-dihydro-5H-diindolo[3,2-a:3',2'-C]carbazole